(R)-2-chloro-8-methyl-N-(2-((1-methylazetidin-3-yl)oxy)-6-(trifluoromethyl)pyridin-4-yl)-8-(trifluoromethyl)-7,8-dihydro-6H-pyrazolo[1,5-a]pyrrolo[2,3-e]pyrimidine-6-carboxamide ClC1=NN2C(N=CC3=C2[C@@](CN3C(=O)NC3=CC(=NC(=C3)C(F)(F)F)OC3CN(C3)C)(C(F)(F)F)C)=C1